7-(2,4-bis(2,2-difluoroethoxy)pyrimidin-5-yl)-4-chloro-N-((tetrahydro-2H-pyran-2-yl)oxy)quinoline-3-carboxamide FC(COC1=NC=C(C(=N1)OCC(F)F)C1=CC=C2C(=C(C=NC2=C1)C(=O)NOC1OCCCC1)Cl)F